C(C)N1CCN(CC1)C=1C=CC(=NC1)NC1=NC=C(C(=N1)C=1C=C2C=CC(=NC2=C(C1)F)C)F N-(5-(4-ethylpiperazin-1-yl)pyridin-2-yl)-5-fluoro-4-(8-fluoro-2-methylquinolin-6-yl)pyrimidin-2-amine